(R)-5-(8-(2,2-Difluoroethyl)dibenzo[b,d]thiophen-2-yl)-3-imino-2,2,5-trimethylthiomorpholine 1,1-dioxide FC(CC=1C=CC2=C(C3=C(S2)C=CC(=C3)[C@@]3(CS(C(C(N3)=N)(C)C)(=O)=O)C)C1)F